2-(4-methylphenyl)epoxyethane CC1=CC=C(C=C1)C1CO1